(methylamino)methyl-5-cyano-1H-pyrazole CNCN1N=CC=C1C#N